CN(CCCO)CCCC1=CC=CC=C1 3-[methyl-(3-phenylpropyl)amino]propan-1-ol